2-(3-chlorophenyl)-1-(diaminomethylidene)guanidine ClC=1C=C(C=CC1)N=C(N=C(N)N)N